BrC1=CC=CC(=N1)CCN1C2=NC=NC(=C2N=C1C1=C(C=C(C=C1)CC(=O)N)Cl)OC1(CC1)C 2-(4-(9-(2-(6-bromopyridin-2-yl)ethyl)-6-(1-methylcyclopropoxy)-9H-purin-8-yl)-3-chlorophenyl)acetamide